5-(((5-(difluoromethyl)pyrazin-2-yl)amino)methyl)-2,2-difluoro-6-methylmorpholine-4-carboxylate FC(C=1N=CC(=NC1)NCC1C(OC(CN1C(=O)[O-])(F)F)C)F